methyl 2-(2-((tert-butoxycarbonyl) amino)-2-methylpropyloxy)-5-fluorobenzoate C(C)(C)(C)OC(=O)NC(COC1=C(C(=O)OC)C=C(C=C1)F)(C)C